N-(3-(2-(Benzyloxy)phenyl)prop-2-yn-1-yl)-4,4-difluorocyclohexan-1-amine C(C1=CC=CC=C1)OC1=C(C=CC=C1)C#CCNC1CCC(CC1)(F)F